C/C(/CO)=C\C1=CC=CC=C1 (E)-2-methyl-3-phenylprop-2-en-1-ol